N(=C=O)CC1CCCC(C1)CN=C=O 2,4-diisocyanatomethyl-cyclohexane